2-methoxy-N-((1-methoxyisoquinolin-4-yl)methyl)propan-1-amine COC(CNCC1=CN=C(C2=CC=CC=C12)OC)C